N-[2-(2-aminoethoxy)ethyl]-4-[[3-[3-chloro-1-(cyanomethyl)pyrazol-4-yl]imidazo[1,2-a]pyrazin-8-yl]amino]-2-ethyl-benzamide NCCOCCNC(C1=C(C=C(C=C1)NC=1C=2N(C=CN1)C(=CN2)C=2C(=NN(C2)CC#N)Cl)CC)=O